NCC1=CC=C(C=C1)S(=O)(=O)NCCOC 4-(aminomethyl)-N-(2-methoxyethyl)benzenesulfonamide